CNS(=O)(=O)C1=CC(=C(C=C1)OC1=CC=C(C=C1)C(F)(F)F)C1=C2C(=NC=C1)NC=C2 N-methyl-3-(1H-pyrrolo[2,3-b]pyridin-4-yl)-4-[4-(trifluoromethyl)phenoxy]benzene-1-sulfonamide